Ethyl-5-(2-phenylquinolin-8-yl)pyridin-2-amine C(C)C=1C(=NC=C(C1)C=1C=CC=C2C=CC(=NC12)C1=CC=CC=C1)N